ClC=1C(=NC=CC1C(CCC=C)NC1=CC=C(C=C1)OC)F N-(1-(3-chloro-2-fluoropyridin-4-yl)pent-4-en-1-yl)-4-methoxyaniline